ethyl 3-(2-(5-(4-methoxybenzyl)-4-oxo-3-(trifluoromethyl)-4,5-dihydro-1H-pyrazolo[3,4-d]pyridazin-1-yl)ethoxy)propanoate COC1=CC=C(CN2N=CC3=C(C2=O)C(=NN3CCOCCC(=O)OCC)C(F)(F)F)C=C1